(2S,6R)-2-(1-cyclopropylpyrazol-4-yl)-4-[4-(2,4-difluorophenyl)-6-methyl-7-propyl-pteridin-2-yl]-6-methyl-morpholine C1(CC1)N1N=CC(=C1)[C@H]1CN(C[C@H](O1)C)C1=NC2=NC(=C(N=C2C(=N1)C1=C(C=C(C=C1)F)F)C)CCC